Cl.CCCCCC(CCCCC)S 6-undecanethiol hydrochloride